C(#N)C=1C=C(OC=2C=CC(=C3[C@@H]([C@@H](CC23)F)O)S(=NC#N)(=O)C)C=C(C1)F N-(((2R,3S)-7-(3-cyano-5-fluorophenoxy)-2-fluoro-3-hydroxy-2,3-dihydro-1H-inden-4-yl)(methyl)(oxo)-λ6-sulfaneylidene)cyanamide